2-(3-tert-butylamino-2-hydroxy-propylthio)-4-(5-carbamoyl-2-thienyl)thiazole C(C)(C)(C)NCC(CSC=1SC=C(N1)C=1SC(=CC1)C(N)=O)O